(2-(2,5-dimethyl-1H-pyrrol-1-yl)-5-methylthiophen-3-yl)methanamine CC=1N(C(=CC1)C)C=1SC(=CC1CN)C